ClC=1C(=CC(=NC1)NC(C(=O)O)C1CC1)N1C(C2=C(CC1)N(N=C2)CC2=C(C=CC=C2F)F)=O ((5-chloro-4-(1-(2,6-difluorobenzyl)-4-oxo-1,4,6,7-tetrahydro-5H-pyrazolo[4,3-c]pyridin-5-yl)pyridin-2-yl)amino)-2-cyclopropylacetic acid